ClC=1C=CC2=C(C1)C1(CCN(CC1)CCOC1=CC3=C(N(C=N3)C3CC(C3)(C)O)C(=C1)C(F)(F)F)S(N2)(=O)=O 5-chloro-1'-{2-[1-(3-hydroxy-3-methylcyclobutyl)-7-(trifluoromethyl)-1H-1,3-benzimidazol-5-yloxy]ethyl}-1H,2H-spiro[2λ6,1-benzisothiazole-3,4'-piperidine]-2,2-dione